N1CCC(CC1)N(S(=O)(=O)C1=CC=C(C=C1)S(=O)(=O)N)CCC N4-(piperidin-4-yl)-N4-propyl-benzene-1,4-disulfonamide